5-amino-2-(2-(1-benzylpiperidin-4-yl)-5-oxo-5H-pyrrolo[3,4-b]pyridin-6(7H)-yl)-5-oxopentanoic acid NC(CCC(C(=O)O)N1CC2=NC(=CC=C2C1=O)C1CCN(CC1)CC1=CC=CC=C1)=O